N2-[2-(2,3-Dichlorophenyl)ethyl]-6-(1H-indazol-6-yl)-N2-(2-methoxyethyl)-1,3,5-triazine-2,4-diamine ClC1=C(C=CC=C1Cl)CCN(C1=NC(=NC(=N1)N)C1=CC=C2C=NNC2=C1)CCOC